FC(OC1=C(C(=CC=C1)F)C1=NC=C2N(C(N(C2=N1)CC1=CC=C(C=C1)C=1N(C=C(N1)C(F)(F)F)C)=N)C)F 2-[2-(difluoromethoxy)-6-fluoro-phenyl]-7-methyl-9-[[4-[1-methyl-4-(trifluoromethyl)imidazol-2-yl]phenyl]methyl]purin-8-imine